CC1=CC=C(C=C1)C(C1=CC(=CC=2C3=CC(=CC=C3CC12)C(C)(C)C)C(C)(C)C)(C1C=CC=C1)C1=CC=C(C=C1)C bis(4-methylphenyl)(cyclopentadienyl)(3,6-di-tert-butylfluorenyl)methane